FC(/C=C/C1=CC2=C(OC3=C2C=CC=C3)C=C1)(F)F (E)-2-(3,3,3-trifluoroprop-1-en-1-yl)dibenzo[b,d]furan